((4-methoxy-3,5-dimethylpyridin-2-yl)methyl)(3-methyl-5-(1-tosyl-1H-indazol-6-yl)phenyl)carbamic acid tert-butyl ester C(C)(C)(C)OC(N(C1=CC(=CC(=C1)C1=CC=C2C=NN(C2=C1)S(=O)(=O)C1=CC=C(C)C=C1)C)CC1=NC=C(C(=C1C)OC)C)=O